6-(3-Chloro-6-(difluoromethyl)-2-fluorophenyl)-N-(1-((R and S)-1-(2-((R and S)-2-methylazetidin-1-yl)pyrimidin-5-yl)ethyl)-1H-pyrazol-4-yl)pyrazine-2-carboxamide ClC=1C(=C(C(=CC1)C(F)F)C1=CN=CC(=N1)C(=O)NC=1C=NN(C1)[C@H](C)C=1C=NC(=NC1)N1[C@@H](CC1)C)F |r|